Cl.BrC=1C(C=2C(N(C(N2)C2CCNCC2)C(C)C)=CC1Br)(N)[N+](=O)[O-] 5,6-dibromo-4-nitro-2-(piperidin-4-yl)-1-(prop-2-yl)-1H-1,3-benzodiazole-4-amine hydrochloride